CC=1N=C(NC(C1)=O)NC(=O)NCCC[Si](OCC)(OCC)OCC 1-(4-methyl-6-oxo-1H-pyrimidine-2-yl)-3-(3-triethoxysilylpropyl)urea